(E)-dec-2-en-4-ol C\C=C\C(CCCCCC)O